trimethyl-[2-(1-methylcyclopropyl)ethynyl]silane 2-Methylcyclobutyl(8-amino-7-fluoro-6-(8-methyl-2,3-dihydro-1H-pyrido[2,3-b][1,4]oxazin-7-yl)isoquinolin-3-yl)carbamate CC1C(CC1)N(C(O)=O)C=1N=CC2=C(C(=C(C=C2C1)C1=C(C2=C(OCCN2)N=C1)C)F)N.C[Si](C#CC1(CC1)C)(C)C